5-(tert-butyl)-N-(4-methyl-3-(4-(5-morpholinopyridin-3-yl)-1H-pyrazol-1-yl)phenyl)isoxazole-3-carboxamide C(C)(C)(C)C1=CC(=NO1)C(=O)NC1=CC(=C(C=C1)C)N1N=CC(=C1)C=1C=NC=C(C1)N1CCOCC1